C6-butoxy-7-((5-methyl-6-(piperazin-1-yl)pyridin-3-yl)methyl)-5H-pyrrolo[3,2-d]pyrimidin-4-amine C(CCC)OC1=C(C=2N=CN=C(C2N1)N)CC=1C=NC(=C(C1)C)N1CCNCC1